C(C1=CC=CC=C1)OC(NCCCCOCC(C)(C)N)=O (4-(2-amino-2-methylpropyloxy)butyl)carbamic acid benzyl ester